1,2,3-triazine-1-oxide [N+]1(=NN=CC=C1)[O-]